tert-butyl 4-(2,3-dimethylphenyl)-3,6-dihydropyridine-1(2H)-carboxylate CC1=C(C=CC=C1C)C=1CCN(CC1)C(=O)OC(C)(C)C